(S)-(5-(1-(difluoromethyl)-1H-pyrazol-4-yl)-1,3,4-oxadiazol-2-yl)(4-(4-(trifluoromethyl)pyrazolo[1,5-a]pyridin-2-yl)-6,7-dihydro-1H-imidazo[4,5-c]pyridin-5(4H)-yl)methanone FC(N1N=CC(=C1)C1=NN=C(O1)C(=O)N1[C@@H](C2=C(CC1)NC=N2)C2=NN1C(C(=CC=C1)C(F)(F)F)=C2)F